N-Deuterio-1-phenylpropan-2-amine [2H]NC(CC1=CC=CC=C1)C